O1C(\C=C\CCCCCCCCCCCC1)=O (3E)-Oxacyclohexadec-3-en-2-one